(S)-1-(o-tolyl)ethan C1(=C(C=CC=C1)CC)C